Tert-butyl 4-(3-ethyl-4-((4-fluorobenzyl)amino)-1-methyl-1H-pyrazolo[3,4-d]pyrimidin-6-yl)piperazine-1-carboxylate C(C)C1=NN(C2=NC(=NC(=C21)NCC2=CC=C(C=C2)F)N2CCN(CC2)C(=O)OC(C)(C)C)C